(Z)-2,3-diphenyl-3-(m-tolyl)acrylonitrile C1(=CC=CC=C1)/C(/C#N)=C(/C=1C=C(C=CC1)C)\C1=CC=CC=C1